3-(((1-aminoisoquinolin-5-yl)amino)methyl)bicyclo[1.1.1]pentan NC1=NC=CC2=C(C=CC=C12)NCC12CC(C1)C2